NC1CCN(CC1)C(CCN1CCN(CC1)C=1C=NN(C1)C1C(NC(CC1)=O)=O)=O 3-(4-(4-(3-(4-aminopiperidin-1-yl)-3-oxopropyl)piperazin-1-yl)-1H-pyrazol-1-yl)piperidine-2,6-dione